3-(tert-butyl)-6,8-dichloroquinazoline-2,4(1H,3H)-dione C(C)(C)(C)N1C(NC2=C(C=C(C=C2C1=O)Cl)Cl)=O